N-((1S*,2S*)-2-hydroxycyclobutyl)-3-(2-((S)-2-methylazetidin-1-yl)-6,7-dihydro-5H-cyclopenta[d]pyrimidin-4-yl)benzamide O[C@@H]1[C@H](CC1)NC(C1=CC(=CC=C1)C=1C2=C(N=C(N1)N1[C@H](CC1)C)CCC2)=O |o1:1,2|